C(C)(C)(C)OC(=O)N(CCC(C(=O)OC)(C#C)O)C([2H])([2H])[2H] methyl 2-(2-((tert-butoxycarbonyl) (methyl-d3) amino) ethyl)-2-hydroxybut-3-ynoate